C1(CCC1)NC=1C=C(C(=O)NC[C@@H](O)[C@H]2N(CC3=CC(=CC=C3C2)O)C(=O)OC(C)(C)C)C=CC1 tert-butyl (3S)-3-[(1R)-2-[[3-(cyclobutylamino)benzoyl]amino]-1-hydroxy-ethyl]-7-hydroxy-3,4-dihydro-1H-isoquinoline-2-carboxylate